2,4,6-trifluoro-N-(6-(2-methyl-2-azaspiro[3.3]heptane-6-carbonyl)pyridin-2-yl)benzamide FC1=C(C(=O)NC2=NC(=CC=C2)C(=O)C2CC3(CN(C3)C)C2)C(=CC(=C1)F)F